C(CCCCCCCCC)P(O)(O)=O n-Decyl-Phosphonic Acid